N1C=CC2=C(C=CC=C12)CNC(C1=CC=C(C=C1)NC(COC1=CC=C(C=C1)OC)=O)=O N-[(1H-indol-4-yl)methyl]-4-[(4-methoxyphenoxy)acetamido]benzamide